FC1=C(C=CC=C1)NC(C(=O)N1C2(CC(C1)C2)C(=O)N[C@@H](C[C@H]2C(NCC2)=O)C(COC(F)(F)F)=O)=O (1S,4r)-2-(2-((2-fluorophenyl)amino)-2-oxoacetyl)-N-((S)-3-oxo-1-((S)-2-oxopyrrolidin-3-yl)-4-(trifluoromethoxy)butan-2-yl)-2-azabicyclo[2.1.1]hexane-1-carboxamide